C1(CCCCC1)N[C@H](CC1CCCCC1)C(=O)N1[C@@H](CN(CC1)C(=O)OC1=C(C=CC=C1)OC)C(NCC=1SC=CC1)=O 2-methoxyphenyl (3S)-4-(N,3-dicyclohexyl-D-alanyl)-3-[(thiophen-2-ylmethyl)carbamoyl]piperazine-1-carboxylate